3-(((2R,3R,4S,5R,6R)-4-(4-(2,3-Difluoro-4-methylphenyl)-1H-1,2,3-triazol-1-yl)-5-hydroxy-6-(hydroxymethyl)-3-methoxytetrahydro-2H-pyran-2-yl)methyl)-1-oxa-3-azaspiro[4.5]decan-2-on FC1=C(C=CC(=C1F)C)C=1N=NN(C1)[C@@H]1[C@H]([C@H](O[C@@H]([C@@H]1O)CO)CN1C(OC2(C1)CCCCC2)=O)OC